NC1=C(C=NN1C=1C=NC(=CC1C)OC1=C(C=CC=C1F)F)C(=O)C1=CC2=C3CCN(CC3=CC=C2N1)C(=O)N(C)CCO 2-[(5-amino-1-{6-[(2,6-difluorophenyl)oxy]-4-methylpyridin-3-yl}pyrazol-4-yl)carbonyl]-N-(2-hydroxyethyl)-N-methyl-6,7,8,9-tetrahydro-3H-pyrrolo[3,2-f]isoquinoline-7-carboxamide